Cl.C[C@H]1N(CCC1)CCCOC1=CC=C(OC2CCN(CC2)C(C)=O)C=C1 [4-(4-{3-[(2R)-2-methyl-pyrrolidin-1-yl]-propoxy}-phenoxy)-piperidin-1-yl]-ethanone monohydrochloride